3-(isopropylsulfonyl)-N-(2-((4-(3-(2-methylpyrimidin-4-yl)phenyl)thiazol-2-yl)amino)-2-oxoethyl)benzamide C(C)(C)S(=O)(=O)C=1C=C(C(=O)NCC(=O)NC=2SC=C(N2)C2=CC(=CC=C2)C2=NC(=NC=C2)C)C=CC1